2-[[4-[2-(4-chloro-2-fluoro-phenyl)-2,3-dihydro-1,4-benzodioxine-5-yl]phenyl]methyl]-3-(oxetan-2-ylmethyl)imidazo[4,5-b]pyridine-5-carboxylic acid ClC1=CC(=C(C=C1)C1COC2=C(O1)C=CC=C2C2=CC=C(C=C2)CC2=NC=1C(=NC(=CC1)C(=O)O)N2CC2OCC2)F